(12R,16R)-13-ethyl-12-methyl-16-(2,2,2-trifluoroethyl)-12,13,16,17,18,19,20,21-octahydro-6,23-(azeno)-11,7-(metheno)imidazo[2,1-c][1,4,5,10,13,15]oxapentaazacyclohenicosin-14(15H)-one C(C)N1[C@@H](C=2N=CC=C(C3=NN4C(C(OCCCCC[C@@H](NC1=O)CC(F)(F)F)=N3)=NC=C4)C2)C